(S)-1-[(S)-1-[(4-{2-[Bis(isopropyl)amino]-2-oxoethyl}-1-piperidyl)carbonyl]-3-methylbutyl]-3-isobutyl-2-piperazinone C(C)(C)N(C(CC1CCN(CC1)C(=O)[C@H](CC(C)C)N1C([C@@H](NCC1)CC(C)C)=O)=O)C(C)C